C(C)(=O)NC=1C(=C(C=CC1)C=1N=C(SC1C1=NC(=NC=C1)NC1CC2(CS(C2)(=O)=O)C1)N1C2CN(CC1CC2)C(=O)OC(C)(C)C)F tert-butyl 8-(4-(3-acetamido-2-fluorophenyl)-5-(2-((2,2-dioxido-2-thiaspiro[3.3]heptan-6-yl)amino)pyrimidin-4-yl)thiazol-2-yl)-3,8-diazabicyclo[3.2.1]octane-3-carboxylate